N([C@@H](CCCN)C(=O)O)([2H])[2H] ornithine-d2